1-(1-methylcyclobutyl)piperazine-2,3-dione CC1(CCC1)N1C(C(NCC1)=O)=O